NCC(C1=CC=C(C=C1)O)=[Se] tyramineselon